hexadecylacetoacetate C(CCCCCCCCCCCCCCC)OC(CC(=O)C)=O